O.[Al] ALUMINIUM MONOHYDRAT